BrC=1N=C(C2=C(N1)C=C(O2)Cl)N2CCOCC2 2-bromo-6-chloro-4-morpholinofuro[3,2-d]pyrimidine